(4-(1-(5-(5-((5,6-difluoro-2,3-dihydro-1H-inden-2-yl)amino)pyrazin-2-yl)-1,3,4-oxadiazol-2-yl)pyrrolidin-3-yl)-1H-1,2,3-triazol-1-yl)methyl pivalate C(C(C)(C)C)(=O)OCN1N=NC(=C1)C1CN(CC1)C=1OC(=NN1)C1=NC=C(N=C1)NC1CC2=CC(=C(C=C2C1)F)F